CN(NC)CC=1N(C2=CC=CC=C2C1)CCC(NCCNC(C(C(C(NCCC(N(C(C(=O)O)C)C)=O)=O)O)O)=O)=O 18-(2-((1,2-dimethylhydrazino)methyl)-1H-indole-1-Yl)-9,10-dihydroxy-2,3-dimethyl-4,8,11,16-tetraoxo-3,7,12,15-tetraazaoctadecane-1-oic acid